FC=1C=CC=C2C=CC=C(C12)C=1C(=CC2=C(N=C(N=C2Cl)Cl)N1)F 7-(8-fluoronaphthyl)-6-fluoro-2,4-dichloropyrido[2,3-d]pyrimidine